8-fluoro-3-(5-fluoro-3,3-dimethyl-3,4-dihydroisoquinolin-1-yl)quinolinol FC=1C=CC=C2C=C(C(=NC12)O)C1=NC(CC2=C(C=CC=C12)F)(C)C